tert-butyl (2R)-2-[(6-chloropyrazolo[3,4-d]pyrimidin-1-yl)methyl]pyrrolidine-1-carboxylate ClC1=NC=C2C(=N1)N(N=C2)C[C@@H]2N(CCC2)C(=O)OC(C)(C)C